C(C1=CC=CC=C1)OCC1CCC(CO1)NC 6-((benzyloxy)methyl)-N-methyltetrahydro-2H-pyran-3-amine